C(C)(C)(C)OC(=O)N1CC(C1)C1=CC(=C2N1C=CN=C2)C2=C(C=C(C=C2)F)C(N(C(C)C)CC(F)F)=O 3-(8-{2-[(2,2-difluoroethyl)(isopropyl)carbamoyl]-4-fluorophenyl}pyrrolo[1,2-a]pyrazin-6-yl)-azetidine-1-carboxylic acid tert-butyl ester